6-(4,4,5,5-tetramethyl-1,3,2-dioxaborolan-2-yl)-1-(trideuteriomethyl)-4H-3,1-benzoxazin-2-one CC1(OB(OC1(C)C)C=1C=CC2=C(COC(N2C([2H])([2H])[2H])=O)C1)C